C=C(CCN1CCCCC1)C(CCN1CCCCC1)=C (3,4-dimethylenehexane-1,6-diyl)bis(piperidine)